BrC1=C(C=C(C=C1)NC(C)=O)C(F)(F)F N-[4-bromo-3-(trifluoromethyl)phenyl]acetamide